(3S,5S)-5-(3-(1-methyl-3-((trifluoromethoxy) methyl)-1H-pyrazole-5-carboxamido)-1H-pyrazol-5-yl)tetrahydrofuran-3-yl bicyclo[1.1.1]pentan-1-ylcarbamate C12(CC(C1)C2)NC(O[C@@H]2CO[C@@H](C2)C2=CC(=NN2)NC(=O)C2=CC(=NN2C)COC(F)(F)F)=O